C(C)(C)(C)C=1C=CC(=NC1)C1=NC=C2C=NC(=NN21)N[C@H]2[C@@H](CN(CC2)S(=O)(=O)C)F (3R,4R)-N-[7-(5-tert-butylpyridin-2-yl)imidazo[4,3-f][1,2,4]triazin-2-yl]-3-fluoro-1-methanesulfonylpiperidin-4-amine